C(C)(C)(C)OC(=O)N[C@H]1CN(CC[C@@H]2N(C1=O)[C@@H](CC2)C(=O)OC)C Methyl (5S,8S,10aR)-5-[(tert-butoxycarbonyl)amino]-3-methyl-6-oxo-octahydropyrrolo[1,2-a][1,5]diazocine-8-carboxylate